4,4'-bis(2-benzoxazolyl)stilben O1C(=NC2=C1C=CC=C2)C2=CC=C(C=C2)C=CC2=CC=C(C=C2)C=2OC1=C(N2)C=CC=C1